C[Si]1(O[Si](O[Si](O[Si](O1)(CCC)C)(CCC)C)(CCC)C)CCC 2,4,6,8-tetramethyl-2,4,6,8-tetrapropyl-cyclotetrasiloxane